iron (3+) chloride [Fe](Cl)(Cl)Cl